C(CCCCC)(=O)OCN1C(C=C(C2=CC=C(C=C12)CCN1CCN(CC1)C1=CC(=CC=2SC=CC21)F)F)=O (4-Fluoro-7-(2-(4-(6-fluorobenzo[b]thiophen-4-yl)piperazin-1-yl)ethyl)-2-oxoquinolin-1(2H)-yl)methyl hexanoate